ClC1=CC=C(C=C1)C1=CC(=NC(=N1)C=1C=NC=CC1)N1CCC2(CC1)C=CC1=CC=CC=C12 1'-(6-(4-chlorophenyl)-2-(pyridin-3-yl)pyrimidin-4-yl)spiro[indene-1,4'-piperidine]